(E)-2-((1-Benzylpiperidin-4-yl)methylene)-5,6-dimethoxy-2,3-dihydrobenzo[b]thiophene 1,1-dioxide C(C1=CC=CC=C1)N1CCC(CC1)\C=C\1/CC2=C(S1(=O)=O)C=C(C(=C2)OC)OC